3-amino-N-((R)-7-((3S,4S)-3-hydroxypiperidin-4-yl)chroman-3-yl)-6-methylthieno[2,3-b]pyridine-2-carboxamide NC1=C(SC2=NC(=CC=C21)C)C(=O)N[C@H]2COC1=CC(=CC=C1C2)[C@H]2[C@@H](CNCC2)O